O1N=CC(=C1)NC(=O)C=1N=CN(C(C1OC)=O)C N-(isoxazol-4-yl)-5-methoxy-1-methyl-6-oxo-1,6-dihydropyrimidine-4-carboxamide